CC1=CC=C(C=C1)S(=O)(=O)OCC1OC1 oxiran-2-ylmethyl 4-methylbenzenesulfonate